C(=O)C1=CC=C(C=C1)C1=CC2=CC3=CC=C(C=C3C=C2C=C1)C1=CC=C(C=C1)C=O 2,6-bis(p-formylphenyl)anthracene